(R)- or (S)-N-((4-(4-(trifluoromethyl)phenyl)-1,2,3,4-tetrahydroquinoxalin-2-yl)methyl)acetamide FC(C1=CC=C(C=C1)N1C[C@H](NC2=CC=CC=C12)CNC(C)=O)(F)F |o1:10|